tert-butyl methyl[(3R)-1-{3-[4-(pyridin-2-yl)-3-(trifluoromethyl)phenyl]prop-2-ynoyl}pyrrolidin-3-yl]carbamate CN(C(OC(C)(C)C)=O)[C@H]1CN(CC1)C(C#CC1=CC(=C(C=C1)C1=NC=CC=C1)C(F)(F)F)=O